5-(4-((1H-Indazol-5-yl)ethynyl)-[2,4'-bipyrimidin]-2'-yl)-5,6-dihydro-4H-pyrrolo[3,4-d]thiazole N1N=CC2=CC(=CC=C12)C#CC1=NC(=NC=C1)C1=NC(=NC=C1)N1CC=2N=CSC2C1